(4aR)-1-[(3-Fluorophenyl)methyl]-4a,5,6,7-tetrahydropyrrolo[1,2-b]pyridazine-2,4-dione FC=1C=C(C=CC1)CN1N2[C@@H](C(CC1=O)=O)CCC2